CNC=1N=CC(=C2C=C(N=CC12)NC(=O)C1CC1)C1=CC=C(C=C1)OC1=NC=CC=C1 N-(8-(methylamino)-5-(4-(pyridin-2-yloxy)phenyl)-2,7-naphthyridin-3-yl)cyclopropanecarboxamide